N-{4-[3-(4-chlorophenyl)-1,2,4-oxadiazol-5-yl]Phenyl}-5-oxo-1-[(pyridin-3-yl)methyl]Pyrrolidine-3-carboxamide ClC1=CC=C(C=C1)C1=NOC(=N1)C1=CC=C(C=C1)NC(=O)C1CN(C(C1)=O)CC=1C=NC=CC1